FC(OC1=CC=C(C=C1)C1=NN=C(S1)CO)(F)F (5-(4-(trifluoromethoxy)phenyl)-1,3,4-thiadiazol-2-yl)methanol